5-{(3S)-5-fluoro-7-hydroxy-3-[(3-methylbutyl)amino]-3,4-dihydro-2H-1-benzothiopyran-6-yl}-1λ6,2,5-thiadiazolidine-1,1,3-trione FC1=C(C(=CC2=C1C[C@@H](CS2)NCCC(C)C)O)N2CC(NS2(=O)=O)=O